tert-butyl N-[(3R)-5-[(4-chlorophenyl)methyl]-7-[5-(4,4-difluoro-1-piperidyl)-1,2,4-triazin-3-yl]-8-fluoro-1,1,4-trioxo-2,3-dihydro-1λ6,5-benzothiazepin-3-yl]carbamate ClC1=CC=C(C=C1)CN1C([C@H](CS(C2=C1C=C(C(=C2)F)C=2N=NC=C(N2)N2CCC(CC2)(F)F)(=O)=O)NC(OC(C)(C)C)=O)=O